2,6-difluoro-4-methoxybenzoyl chloride FC1=C(C(=O)Cl)C(=CC(=C1)OC)F